C(#N)C=1C(=NC(=C(C1)C(=O)OCC)C)N1CCC(CC1)C(=O)O 1-(3-cyano-5-(ethoxycarbonyl)-6-methylpyridin-2-yl)piperidine-4-carboxylic acid